4-hydroxy-4'-benzyloxybiphenyl OC1=CC=C(C=C1)C1=CC=C(C=C1)OCC1=CC=CC=C1